2-(trimethylsilyl)ethyl (1r,3r)-3-(chlorosulfonyl)-1-methylcyclobutane-1-carboxylate ClS(=O)(=O)C1CC(C1)(C(=O)OCC[Si](C)(C)C)C